FC1=C(C(=CC=C1)OC)C1=NC=CC2=C1CN(C2=O)C2=NC(=NC(=C2)C=C)SC 4-(2-fluoro-6-methoxyphenyl)-2-(2-(methylthio)-6-vinylpyrimidin-4-yl)-2,3-dihydro-1H-pyrrolo[3,4-c]pyridin-1-one